C(CCC)OC(=O)OC[C@@H]1O[C@@H](CS1)N1C(N=C(C(=C1)F)NC(OCCCC)=O)=O butyl (1-((2R,5S)-2-(((butoxycarbonyl)oxy)methyl)-1,3-oxathiolan-5-yl)-5-fluoro-2-oxo-1,2-dihydropyrimidin-4-yl)carbamate